C(CCCCCCC)N1C(=CC=C1C(NCCCCCCCC)=O)C(=O)O 1-octyl-5-(octylcarbamoyl)-1H-pyrrole-2-carboxylic acid